3-bromo-2-(methoxy-d3)pyridine BrC=1C(=NC=CC1)OC([2H])([2H])[2H]